ClC1=CC=C2C(=CC=NC2=C1)NCCCCCCC1(C(=O)N)CC=C(C(=O)NO)C=C1 1-(6-((7-chloroquinolin-4-yl)amino)hexyl)-N4-hydroxyterephthalamide